C(C=C)(=O)OCCC(CC)O 3-hydroxypentyl acrylate